NC1CCN(CC1)CC(=O)NCCCNC1=CC=C(C=C1)C(C(=O)N[C@@H](C(=O)NCC1=CC=C(C=C1)O)CCCN\C(=N/C(NCCNC(CC)=O)=O)\N)C1=CC=CC=C1 (R)-2-(2-(4-((3-(2-(4-aminopiperidin-1-yl)acetamido)propyl)amino)phenyl)-2-phenylacetamido)-N-(4-hydroxybenzyl)-5-((Z)-2-((2-propionamidoethyl)carbamoyl)guanidino)pentanamide